BrC1=CC(=C(C=C1OC1=C(C=CC=C1)OC)N1C(N(C(=CC1=O)C(F)(F)F)C)=O)F 3-[4-bromo-2-fluoro-5-(2-methoxyphenoxy)phenyl]-1-methyl-6-(trifluoromethyl)pyrimidine-2,4-dione